FC=1C=2N(C=C(C1NC1=C(C=C(C=C1)I)F)C(=O)N1CC(C1)(O)[C@H]1NCCCC1)C=CN2 1-({8-fluoro-7-[(2-fluoro-4-iodophenyl)amino]imidazo[1,2-a]pyridin-6-yl}carbonyl)-3-[(2S)-piperidin-2-yl]azetidin-3-ol